C(C)N1C(=NN(C1=O)C=1C=C2[C@H](CN(C(C2=CC1)=O)C1=CC(=CC=C1)F)C1=CC=CC=C1)CO |r| Racemic-6-(4-Ethyl-3-(hydroxymethyl)-5-oxo-4,5-dihydro-1H-1,2,4-triazol-1-yl)-2-(3-fluorophenyl)-4-phenyl-3,4-dihydroisoquinolin-1(2H)-one